5-methyl-1-(1-(4-(2-methyl-2H-indazol-6-yl)benzyl)-1H-indol-5-yl)-1H-pyrazole-3-carboxamide CC1=CC(=NN1C=1C=C2C=CN(C2=CC1)CC1=CC=C(C=C1)C=1C=CC2=CN(N=C2C1)C)C(=O)N